(S)-(2-(Benzyloxy)-6-hydroxy-4-(trifluoromethyl)phenyl)(4-((tetrahydrofuran-3-yl)amino)isoindolin-2-yl)methanone C(C1=CC=CC=C1)OC1=C(C(=CC(=C1)C(F)(F)F)O)C(=O)N1CC2=CC=CC(=C2C1)N[C@@H]1COCC1